C(#N)C1=CC(=C(OCC2=NC=CC(=N2)O[C@@H]2[C@@H](N(C2)CC2=NC3=C(N2C[C@H]2OCC2)C=C(C=C3F)C(=O)O)C)C=C1)F 2-{[(2S,3S)-3-({2-[(4-cyano-2-fluorophenoxy)methyl]pyrimidin-4-yl}oxy)-2-methylazetidin-1-yl]methyl}-4-fluoro-1-{[(2S)-oxetan-2-yl]methyl}-1H-1,3-benzodiazole-6-carboxylic acid